7-((2S,5R)-4-(Bis(4-chlorophenyl)methyl)-2,5-dimethylpiperazin-1-yl)-5-hydrazineyl-3-(((R)-tetrahydrofuran-2-yl)methyl)-3H-[1,2,3]triazolo[4,5-d]pyrimidine ClC1=CC=C(C=C1)C(N1C[C@@H](N(C[C@H]1C)C=1C2=C(N=C(N1)NN)N(N=N2)C[C@@H]2OCCC2)C)C2=CC=C(C=C2)Cl